FC1=CN=C(C2=CC=CC=C12)\C=N/NC(N(C)C)=S (Z)-2-((4-Fluoroisoquinolin-1-yl)methylene)-N,N-dimethylhydrazine-1-carbothioamide